C[Si](OCCN(C)C)(OCCN(C)C)OCCN(C)C methyltris[2-(dimethylamino)ethoxy]silane